C1(CCCCC1)OC1=CC=C(C=C1)C1=NC(=C(C(=N1)C)C(=O)O)C 2-[4-(cyclohexyloxy)phenyl]-4,6-dimethyl-pyrimidine-5-carboxylic acid